ClC1=NC2=NC=NC(=C2N1)N 8-chloroadenine